C(C1=CC=CC=C1)N(C1=CC(=C(C(=N1)SCC)C(=O)NCC1=CC(=CC=C1)F)C)C 6-(Benzyl-methyl-amino)-2-ethylsulfanyl-N-[(3-fluorophenyl)-methyl]-4-methyl-pyridine-3-carboxylic acid amide